2-nitro-N-phenylbiphenyl-4-amine [N+](=O)([O-])C1=C(C=CC(=C1)NC1=CC=CC=C1)C1=CC=CC=C1